(4-(4-methoxy-2-nitrophenyl)pyridin-2-yl)-2-(4-(trifluoromethyl)phenyl)acetamide COC1=CC(=C(C=C1)C1=CC(=NC=C1)C(C(=O)N)C1=CC=C(C=C1)C(F)(F)F)[N+](=O)[O-]